4-(4-methylpiperazin-1-yl)-6-(4-chlorostyryl)-1,3,5-triazin CN1CCN(CC1)C1=NC=NC(=N1)C=CC1=CC=C(C=C1)Cl